CC1=C(C=C(C=C1)NC(C1=CC(=CC=C1)C(F)(F)F)=O)N1CC2=C(N=C(N=C2)NC2=CC(=CC=C2)N2CCN(CC2)C)C2(C1=O)CC2 N-(4-Methyl-3-(2'-((3-(4-methylpiperazin-1-yl)phenyl)amino)-7'-oxo-5'H-spiro[cyclopropane-1,8'-pyrido[4,3-d]pyrimidine]-6'(7'H)-yl)phenyl)-3-(trifluoromethyl)benzamide